6-{(5aR,6R,7R,8aS)-7-hydroxy-6-[(1E)-3-hydroxy-4-phenoxy-1-buten-1-yl]-5,5a,6,7,8,8a-hexahydro-2H-cyclopenta[b]oxepin-3-yl}hexanoic acid O[C@H]1[C@@H]([C@@H]2[C@@H](OCC(=CC2)CCCCCC(=O)O)C1)\C=C\C(COC1=CC=CC=C1)O